succinic acid, phosphate salt P(=O)(O)(O)O.C(CCC(=O)O)(=O)O